C(=O)OC(C(O)(CO)C(C1=CC=C(C=C1)[N+](=O)[O-])=O)(C(C1=CC=C(C=C1)[N+](=O)[O-])=O)C(C1=CC=C(C=C1)[N+](=O)[O-])=O tri(para-nitrobenzoyl)glycerol formate